OCCNCCN N-hydroxyethyl-aminoethyl-amine